{6-[(+)-2-amino-1-cyclopropyl-1-hydroxyethyl]-2-chloro-3-fluoropyridin-4-yl}propan-2-ol NCC(O)(C1CC1)C1=CC(=C(C(=N1)Cl)F)CC(C)O